[N+](=O)([O-])C1=CC=C(OC(CCSCC2=C(N3C([C@H]([C@H]3S(C2)=O)NC(CC2=CC=CC=C2)=O)=O)C(=O)O)=O)C=C1 (6r,7r)-3-(((3-(4-nitrophenoxy)-3-oxopropyl)thio)methyl)-8-oxo-7-(2-phenylacetamido)-5-thia-1-azabicyclo[4.2.0]oct-2-ene-2-carboxylic acid 5-oxide